methyl-thioninium bis(hydrogen mesylate) S(C)(=O)(=O)O.S(C)(=O)(=O)O.CC=1[SH+]C=CC=CC=CC1